C(C(C)(C)C)(=O)OOOC(C)(C)C tert-butylperoxy pivalate